2-(1-(2,4-bis(benzhydryl)-6-chloro-anilino)ethyl)-6-(1-(2,6-diethyl-anilino)ethyl)pyridine C(C1=CC=CC=C1)(C1=CC=CC=C1)C1=C(NC(C)C2=NC(=CC=C2)C(C)NC2=C(C=CC=C2CC)CC)C(=CC(=C1)C(C1=CC=CC=C1)C1=CC=CC=C1)Cl